C1(=CC=CC=C1)N1N=C(N=C1)C(=O)O 1-phenyl-1,2,4-triazole-3-carboxylic acid